C1(CCC1)CN(C(OC(C)(C)C)=O)[C@H]1CN(CCC1)C=1N=NC(=CC1)C(C)N1N=NC(=C1)C1=NC(=CN=C1)N1CCCC1 tert-butyl (cyclobutylmethyl)((3R)-1-(6-(1-(4-(6-(pyrrolidin-1-yl)pyrazin-2-yl)-1H-1,2,3-triazol-1-yl)ethyl)pyridazin-3-yl)piperidin-3-yl)carbamate